C1(=CC=CC2=CC=CC=C12)C1=CC=C(C=C1)C1=CC=C(C=C1)NC1=CC=C(C=C1)C1=CC=CC2=CC=CC=C12 4'-(naphthalen-1-yl)-N-[4-(naphthalen-1-yl)phenyl][1,1'-biphenyl]-4-amine